CC1(COC2=C1C=CC(=C2)N2C(N(C(C2=O)(C)C)CC2=C1C(=NC=C2)NC(C1)=O)=O)C 3-(3,3-dimethyl-2,3-dihydrobenzofuran-6-yl)-5,5-dimethyl-1-((2-oxo-2,3-dihydro-1H-pyrrolo[2,3-b]pyridin-4-yl)methyl)imidazolidine-2,4-dione